C(C)(=O)O[C@H]1[C@@H](SC2=CC(=C(C(=C2)Cl)Cl)Cl)O[C@@H]([C@@H]([C@@H]1N=[N+]=[N-])OC(C)=O)COC(C)=O 3,4,5-Trichlorophenyl 2,4,6-tri-O-acetyl-3-azido-3-deoxy-1-thio-α-D-galactopyranoside